(2R,3S)-2-(3-(5-chloro-7-(1-(oxetan-3-yl)-1H-pyrazol-4-yl)-1H-benzo[d]imidazol-1-yl)propyl)piperidin-3-ol dihydrochloride Cl.Cl.ClC1=CC2=C(N(C=N2)CCC[C@H]2NCCC[C@@H]2O)C(=C1)C=1C=NN(C1)C1COC1